C(#N)C1=CC=C(CNC(=O)C2=NN(C=3C(N(CCC32)CC3(CC3)S(=O)(=O)[C@](CO)(COC)C)=O)C)C=C1 |o1:26| (R)- or (S)-N-(4-Cyanobenzyl)-6-((1-((1-hydroxy-3-methoxy-2-methylpropan-2-yl)sulfonyl)cyclopropyl)methyl)-1-methyl-7-oxo-4,5,6,7-tetrahydro-1H-pyrazolo[3,4-c]pyridine-3-carboxamide